tert-butyl (2R,3S)-3-((tert-butyldimethylsilyl)oxy)-2-(1-(m-tolyl)-1H-imidazol-2-yl)pyrrolidine-1-carboxylate [Si](C)(C)(C(C)(C)C)O[C@@H]1[C@H](N(CC1)C(=O)OC(C)(C)C)C=1N(C=CN1)C=1C=C(C=CC1)C